{1-[1-(3,5-dibromo-4-methoxybenzoyl)piperidin-4-yl]-3-[4-(7H-pyrrolo[2,3-d]pyrimidin-4-yl)-1H-pyrazol-1-yl]azetidin-3-yl}acetonitrile BrC=1C=C(C(=O)N2CCC(CC2)N2CC(C2)(N2N=CC(=C2)C=2C3=C(N=CN2)NC=C3)CC#N)C=C(C1OC)Br